1-methoxy-2-propen COCC=C